BrC=1C=CC(=C(C1)C=1N=C2N(C=CN=C2)C1NC=1C=C(C(=O)OC)C=CC1)O methyl 3-[[2-(5-bromo-2-hydroxyphenyl)imidazo[1,2-a]pyrazin-3-yl]amino]benzoate